N,N'-diallyl-thiourea C(C=C)NC(=S)NCC=C